ClC1=CC=C(C=C1)S(=O)(=O)C(C=1SC(=CC1)C)C1=CC=CC=C1 2-(((4-chlorophenyl)sulfonyl)(phenyl)methyl)-5-methylthiophene